C(C)(C)(C)OC(NCC1CCNCC1)=O N-(4-piperidylmethyl)carbamic acid tert-butyl ester